methyl carbamimidate C(N)(OC)=N